3-bromo-5-carbamoyl-2-((1R,2S,5S)-2-hydroxyadamantan-2-yl)-[1,2]selenazolo[2,3-a]pyridin-8-ium chloride [Cl-].BrC1=C([Se][N+]=2C1=CC(=CC2)C(N)=O)C2(C1CC3CC(CC2C3)C1)O